2-methyl-3-(pyridin-3-yl)-2-azabicyclo[2.2.2]octane CN1C2CCC(C1C=1C=NC=CC1)CC2